CC(=O)N[C@@H]1[C@H](C[C@@](O[C@H]1[C@@H]([C@@H](CO)O)O)(C(=O)O)O[C@H]2[C@H]([C@H](O[C@H]([C@@H]2O)O[C@@H]3[C@H](O[C@H]([C@@H]([C@H]3O)NC(=O)C)O[C@@H]4[C@H]([C@@H](O[C@@H]([C@@H]4O[C@H]5[C@@H]([C@H]([C@@H]([C@H](O5)CO)O[C@H]6[C@@H]([C@H]([C@H]([C@H](O6)CO)O[C@H]7[C@@H]([C@H]([C@@H]([C@H](O7)CO)O)O)O)O[C@H]8[C@@H]([C@H]([C@@H]([C@H](O8)CO)O[C@H]9[C@@H]([C@H]([C@H]([C@H](O9)CO)O)O[C@@]1(C[C@@H]([C@H]([C@@H](O1)[C@@H]([C@@H](CO)O)O)NC(=O)C)O)C(=O)O)O)O)NC(=O)C)O)O)O)CO)OCCN)O)CO)CO)O)O The molecule is a decasaccharide derivative consisting of two N-acetyl-alpha-neuraminyl-(2->3)-beta-D-galactosyl-(1->4)-N-acetyl-beta-D-glucosaminyl-(1->3)-[beta-D-glucosyl-(1->4)]-beta-D-galactose units connected via a beta-(1->4) linkage from the galactose of one unit to the glucose of the other, with a 2-aminoethyl group linked glycosidically to the galactose residue at the reducing end. It is a decasaccharide derivative and a glycoside. It derives from an alpha-Neup5Ac-(2->3)-beta-D-Galp-(1->4)-beta-D-GlcpNAc-(1->3)-[alpha-Neup5Ac-(2->3)-beta-D-Galp-(1->4)-beta-D-GlcpNAc-(1->3)-[beta-D-Glcp-(1->4)]-beta-D-Galp-(1->4)-beta-D-Glcp-(1->4)]-beta-D-Galp.